Alanyl-alanine N[C@@H](C)C(=O)N[C@@H](C)C(=O)O